2-(pyrrolidin-1-yl)pyridin-3-amine N1(CCCC1)C1=NC=CC=C1N